N=1N=CN2C=NC(=CC21)OC2=C(C=C(C=C2)NC2=NC=NC1=CC(=C(C=C21)NC(C=CC2N(CCC2)C)=O)OCCOC)C N-(4-((4-([1,2,4]triazolo[4,3-c]pyrimidin-7-yloxy)-3-methylphenyl)amino)-7-(2-methoxyethoxy)quinazolin-6-yl)-3-(1-methylpyrrolidin-2-yl)acrylamide